2-((9-(4-((trimethylsilyl)ethynyl)phenyl)nonyl)thio)ethyl hydrogen ((((R)-1-(6-amino-9H-purin-9-yl)propan-2-yl)oxy)methyl)phosphonate NC1=C2N=CN(C2=NC=N1)C[C@@H](C)OCP(OCCSCCCCCCCCCC1=CC=C(C=C1)C#C[Si](C)(C)C)(O)=O